NC1=NC(=CC(=C1)NCCCC)CCCN(CC)CC 2-Amino-4-(butylamino)-6-(3-(diethylamino)propyl)pyridin